C(C)(C)(C)OC(=O)N[C@H](CO)C=1C=CC(=C(C(=O)OC)C1)Cl methyl (S)-5-(1-((tert-butoxycarbonyl)amino)-2-hydroxyethyl)-2-chlorobenzoate